N-(3-(6-aminobenzo[d][1,3]dioxole-5-carbonyl)bicyclo[1.1.1]pentan-1-yl)-2,2,2-trifluoroacetamide NC=1C(=CC2=C(OCO2)C1)C(=O)C12CC(C1)(C2)NC(C(F)(F)F)=O